[N+](=O)(OCC(C)(C)N1C(C2=CC=3C(N(C(C3C=C2C1=O)=O)C(CO[N+](=O)[O-])(C)C)=O)=O)[O-] (1,3,5,7-Tetraoxo-5,7-dihydropyrrolo[3,4-f]isoindole-2,6(1H,3H)-diyl)bis(2-methylpropane-2,1-diyl) dinitrate